C(C)(C)(C)OC(NC1(CCN(CC1)C1=NC(=C2C(=N1)NN=C2Br)C#N)C2=CC=CC=C2)=O (1-(3-Bromo-4-cyano-1H-pyrazolo[3,4-d]pyrimidin-6-yl)-4-phenylpiperidin-4-yl)carbamic acid tert-butyl ester